2,3-dinonylphenol C(CCCCCCCC)C1=C(C=CC=C1CCCCCCCCC)O